8-(4-methoxybenzylideneamino)naphthalene-1,3-disulfonic acid COC1=CC=C(C=NC=2C=CC=C3C=C(C=C(C23)S(=O)(=O)O)S(=O)(=O)O)C=C1